ClC1=CC=C2C(=NC=3N(C2=C1)C=NN3)N(C=3C=C(C=CC3)C3=CC=C(C=C3)C3(CC3)C#N)C 1-(3'-((8-chloro-[1,2,4]triazolo[4,3-a]quinazolin-5-yl)(methyl)amino)-[1,1'-biphenyl]-4-yl)cyclopropane-1-carbonitrile